3-cyclopentylpyrrolidine C1(CCCC1)C1CNCC1